C1(=CC=CC=C1)N1N=C(C(=C1)C(=O)C=1SC=CC1)C(=O)C=1SC=CC1 (1-phenyl-1H-pyrazole-3,4-diyl)bis(thien-2-yl-methanone)